C1N(CC12CNC2)CC=2N=C(OC2C)C 4-(2,6-diazaspiro[3.3]heptan-2-ylmethyl)-2,5-dimethyl-oxazole